4-Nitro-N-(S-(4-(5-(p-tolyl)-3-(trifluoromethyl)-1H-pyrazol-1-yl)phenyl)-N-(2,4,4-trimethylpentan-2-yl)sulfinimidoyl)benzenesulfonamide [N+](=O)([O-])C1=CC=C(C=C1)S(=O)(=O)NS(=NC(C)(CC(C)(C)C)C)C1=CC=C(C=C1)N1N=C(C=C1C1=CC=C(C=C1)C)C(F)(F)F